(E)-3-(4-(2,5-dioxo-2,5-dihydro-1H-pyrrol-1-yl)phenyl)acrylic acid O=C1N(C(C=C1)=O)C1=CC=C(C=C1)/C=C/C(=O)O